3-((3,5-difluoro-4-(4-(6-hydroxyhexyl)piperazin-1-yl)phenyl)amino)piperidine-2,6-dione FC=1C=C(C=C(C1N1CCN(CC1)CCCCCCO)F)NC1C(NC(CC1)=O)=O